C[C@H](C(C=O)=C)CCC=C(C)C (S)-3,7-dimethyl-2-methyleneoct-6-enal